3-(1-methyl-7-((1s,4s)-5-(piperidin-4-ylmethyl)-2,5-diazabicyclo[2.2.1]hept-2-yl)-1H-indazol-3-yl)piperidine-2,6-dione CN1N=C(C2=CC=CC(=C12)N1[C@@H]2CN([C@H](C1)C2)CC2CCNCC2)C2C(NC(CC2)=O)=O